CC1=C(C(=CC=C1)C)S 2,6-dimethylphenylthiol